C(CCC)NC(=O)C1=CC=C(C=C1)C1=CC=CC=C1 N-butyl-[1,1'-biphenyl]-4-carboxamide